7-((5-fluoro-2-((4-(4-methylpiperazin-1-yl)phenyl)amino)pyrimidin-4-yl)amino)-N-hydroxyheptanamide FC=1C(=NC(=NC1)NC1=CC=C(C=C1)N1CCN(CC1)C)NCCCCCCC(=O)NO